2-[3-(4-tert-butoxycarbonylpiperazin-1-yl)isoxazol-5-yl]-3-methyl-butyric acid C(C)(C)(C)OC(=O)N1CCN(CC1)C1=NOC(=C1)C(C(=O)O)C(C)C